methyl 2-(benzyloxy)-4-(N-((5-cyclohexylpyridin-2-yl)methyl)-2,2,2-trifluoroacetamido)benzoate C(C1=CC=CC=C1)OC1=C(C(=O)OC)C=CC(=C1)N(C(C(F)(F)F)=O)CC1=NC=C(C=C1)C1CCCCC1